propyl 4-methyl-2-((2-((7-(5-methyl-1,2,4-oxadiazol-3-yl)isoquinolin-1-yl)amino)ethyl)carbamoyl)-thiazole-5-carboxylate CC=1N=C(SC1C(=O)OCCC)C(NCCNC1=NC=CC2=CC=C(C=C12)C1=NOC(=N1)C)=O